bis(dimethylamino)-dimethylsilane CN(C)[Si](C)(C)N(C)C